C[Mn](C1C=CC=C1)(C)(C)(C)C pentamethylcyclopentadienyl-manganese